BrC1=NC=2C=NC(=NC2N(C1=O)C(C)C)NC1CCC(CC1)NC(OC(C)(C)C)=O tert-Butyl ((1r,4r)-4-((6-bromo-8-isopropyl-7-oxo-7,8-dihydropteridin-2-yl)amino)cyclohexyl)carbamate